ClN1CC=C(C=C1)C 1-chloro-4-methylpyridine